C[Si](N1C=NC=C1)(C)C 1-(Trimethylsilyl)imidazole